FC1=CC=CC2=C1N=C(S2)C2=NCCC1=C2N=CN1 (R)-4-(4-fluorobenzo[d]thiazol-2-yl)-6,7-dihydro-1H-imidazo[4,5-c]pyridin